1-[2-(9(Z)-octadecenoyloxy)ethyl]-2-(8(Z)-heptadecenyl)-3-(2-hydroxyethyl)imidazolinium chloride [Cl-].C(CCCCCCC\C=C/CCCCCCCC)(=O)OCC[NH+]1C(N(CC1)CCO)CCCCCCC\C=C/CCCCCCCC